4,4'-dimethoxydiphenyl sulfide COC(=O)CCBr